CNC(=S)NCC(=C)C N-methyl-N'-(2-methyl-2-propenyl)thiourea